C(C)N1N=CC(=C1)NC=1N=C(C2=C(N1)N(C=C2)COCC[Si](C)(C)C)O[C@H]2CN(CC[C@H]2F)C(=O)[O-] (3S,4R)-3-((2-((1-ethyl-1H-pyrazol-4-yl)amino)-7-((2-(trimethylsilyl)ethoxy)methyl)-7H-pyrrolo[2,3-d]pyrimidin-4-yl)oxy)-4-fluoropiperidine-1-carboxylate